4,4',4''-tris(carbazol-9-yl)Triphenylamine C1=CC=C2C(=C1)C3=CC=CC=C3N2C4=CC=C(C=C4)N(C5=CC=C(C=C5)N6C7=CC=CC=C7C8=CC=CC=C86)C9=CC=C(C=C9)N1C2=CC=CC=C2C2=CC=CC=C21